(R)-(3,3-difluorocyclobutyl)(6-(2-methylimidazo[1,2-a]pyridin-7-yl)thieno[2,3-b]pyridin-2-yl)methanol FC1(CC(C1)[C@@H](O)C1=CC=2C(=NC(=CC2)C2=CC=3N(C=C2)C=C(N3)C)S1)F